NC1=NC(=CC(=N1)O)C1=NNC(=C1C)CC 2-amino-6-(5-ethyl-4-methyl-1H-pyrazol-3-yl)pyrimidin-4-ol